OCC(C)NC(C(=C)C)=O N-(1-hydroxypropan-2-yl)-2-methylprop-2-enamide